BrC=1C=CC(=C2C=C(N=CC12)Cl)C(CC)O (8-bromo-3-chloroisoquinolin-5-yl)propan-1-ol